((benzyloxy)-2-ethyl-4-oxopyridin-1(4H)-yl)butyric acid C(C1=CC=CC=C1)OC1=C(N(C=CC1=O)C(C(=O)O)CC)CC